2H-thieno[2,3-c]pyrrol-3-yl (4-nitrophenyl) carbonate C(OC=1CSC2=CN=CC21)(OC2=CC=C(C=C2)[N+](=O)[O-])=O